C(CCCCC)C(C(=O)OCCCCCCN(CCCCCCOC(C(CCCCCCCC)CCCCCC)=O)CCCCO)CCCCCCCC [(4-hydroxybutyl)azanediyl]bis(hexane-6,1-diyl) bis(2-hexyldecanoate)